(S)-6-(5-(3,5-dimethylisoxazol-4-yl)-1-(trans-(1r,4S)-4-hydroxy-4-methylcyclohexyl)-1H-benzo[d]Imidazol-2-yl)piperidin-2-one CC1=NOC(=C1C1=CC2=C(N(C(=N2)[C@@H]2CCCC(N2)=O)C2CCC(CC2)(C)O)C=C1)C